NC1=NC=C2C=C(C(N(C2=C1)C)=O)C=1C=NC(=C(C1C)F)C(CC)=O 7-amino-3-(5-fluoro-4-methyl-6-propionylpyridin-3-yl)-1-methyl-1,6-naphthyridin-2(1H)-one